3-(3-phenylpropyl)-5-(1-cyclohexylsulfonyl-4-cyclobutylmethylpyrrolidin-2-yl)-1,2,4-oxadiazole C1(=CC=CC=C1)CCCC1=NOC(=N1)C1N(CC(C1)CC1CCC1)S(=O)(=O)C1CCCCC1